2-chloro-5-methyl-6-phenylpyrrolo[2,3-b]pyrazine-7-carboxylic acid ClC=1N=C2C(=NC1)N(C(=C2C(=O)O)C2=CC=CC=C2)C